[Si](C1=CC=CC=C1)(C1=CC=CC=C1)(C(C)(C)C)OC[C@H]1N(CC(=C1)OS(=O)(=O)C(F)(F)F)C(=O)OC(C)(C)C tert-butyl (S)-2-(((tert-butyldiphenylsilyl)oxy)methyl)-4-(((trifluoromethyl)sulfonyl)oxy)-2,5-dihydro-1H-pyrrole-1-carboxylate